C(C)C1=C(C(=CC=C1)F)NNC(C(=O)[O-])C(CC(=O)[O-])=O 2-(2-(2-ethyl-6-fluorophenyl) hydrazino)-3-oxoglutarate